FC1=C(C(=CC(=C1)F)C)N1CN(C(C2=CC(=CC=C12)C(F)(F)F)=O)C1=C(NC(C=C1)=O)C 1-(2,4-difluoro-6-methylphenyl)-3-(2-methyl-6-oxo-1,6-dihydropyridin-3-yl)-6-(trifluoromethyl)-2,3-dihydroquinazolin-4(1H)-one